C(C(C(C(=O)O)O)O)(C(C(=O)O)O)O hexaric acid